chloro-N2-cyclobutyl-4-methylpyridine-2,3-diamine ClC=1C(=C(C(=NC1)NC1CCC1)N)C